methyl (S)-2-((7-chloro-2-(2-chloro-4-sulfamoylphenyl)imidazo[1,2-a]pyridin-3-yl)methyl)morpholine-4-carboxylate ClC1=CC=2N(C=C1)C(=C(N2)C2=C(C=C(C=C2)S(N)(=O)=O)Cl)C[C@H]2CN(CCO2)C(=O)OC